4,4-Bis(tert-butyl)-2,2-bipyridine C(C)(C)(C)C1(CC(=NC=C1)C1=NC=CC=C1)C(C)(C)C